S(=O)(=O)([O-])O.[Na+] monosodium sulfate salt